tris(4-(4-acetylphenyl)phenylthio)sulfonium hexafluorophosphate F[P-](F)(F)(F)(F)F.C(C)(=O)C1=CC=C(C=C1)C1=CC=C(C=C1)S[S+](SC1=CC=C(C=C1)C1=CC=C(C=C1)C(C)=O)SC1=CC=C(C=C1)C1=CC=C(C=C1)C(C)=O